FC(C(=O)O)(F)F.CS(=O)(=O)C[C@@H]1[C@H](NC1)C (2R,3S)-3-(methylsulfonylmethyl)-2-methylazetidine trifluoroacetate salt